C1[C@H]([C@@H]([C@H]([C@@H]([C@H]1N)O[C@@H]2[C@@H]([C@H]([C@@H]([C@H](O2)CN)O)O)N)O[C@H]3[C@@H]([C@@H]([C@H](O3)CO)O[C@@H]4[C@@H]([C@H]([C@@H]([C@H](O4)CO)O)O)N)O)O)N The molecule is an aminoglycoside derived from neomycin and consisting of neamine substituted at position 3 by a 2-amino-2-deoxy-alpha-D-glucopyranosyl-(1->3)-beta-D-ribofuranosyl group. It is a conjugate base of a 6'''-hydroxyneomycin C(5+).